N-((S)-(2-((S)-amino(4,4-difluorocyclohexyl)methyl)-1H-benzo[d]imidazol-6-yl)(cyclopropyl)methyl)-2-(3,3-difluorocyclobutyl)acetamide hydrochloride Cl.N[C@H](C1=NC2=C(N1)C=C(C=C2)[C@@H](NC(CC2CC(C2)(F)F)=O)C2CC2)C2CCC(CC2)(F)F